COC(C1=C(N=C(C(=C1N)F)Cl)Cl)=O.NCCNC(C1=C(C=CC=C1)C1=C2CN(CC2=CC=C1)C#N)=O N-(2-aminoethyl)-2-(2-cyanoisoindolin-4-yl)benzamide Methyl-4-amino-2,6-dichloro-5-fluoronicotinate